3-((2S)-3-(8-(5-bromo-2,3-dihydrobenzofuran-7-ylsulfonyl)-1-oxa-8-azaspiro[4.5]dec-3-ylamino)-2-hydroxypropoxy)-N-methylbenzenesulfonamide BrC=1C=C(C2=C(CCO2)C1)S(=O)(=O)N1CCC2(CC(CO2)NC[C@@H](COC=2C=C(C=CC2)S(=O)(=O)NC)O)CC1